Methyl 3-[4-[[1-(2-hydroxyacetyl)-4-piperidyl]oxy]anilino]-5-(methylamino)-6-(3-methylimidazo[4,5-c]pyridin-7-yl)pyrazine-2-carboxylate OCC(=O)N1CCC(CC1)OC1=CC=C(NC=2C(=NC(=C(N2)NC)C=2C3=C(C=NC2)N(C=N3)C)C(=O)OC)C=C1